ClC1=NC(=C(C(=N1)Cl)O)NCCO 2,4-dichloro-6-((2-hydroxyethyl)amino)pyrimidin-5-ol